N-[(6-Amino-2-pyridyl)sulfonyl]-2-(3-ethylpyrrolidin-1-yl)-6-(3-fluoro-5-isobutoxyphenyl)pyridin-3-carboxamid NC1=CC=CC(=N1)S(=O)(=O)NC(=O)C=1C(=NC(=CC1)C1=CC(=CC(=C1)OCC(C)C)F)N1CC(CC1)CC